C(C)C1=NN(C2=NC(=CN=C21)N2CC1(CN(C1)C1=CC(=NC=C1)C(F)(F)F)CC2)C2OCCCC2 3-ethyl-1-(tetrahydro-2H-pyran-2-yl)-6-(2-(2-(trifluoromethyl)pyridin-4-yl)-2,6-diazaspiro[3.4]octan-6-yl)-1H-pyrazolo[3,4-b]pyrazine